1-(6-(6-(allyloxy)-2,3-dichlorophenyl)-6,7-dihydro-5H-pyrrolo[2,1-c][1,2,4]triazol-3-yl)-2-methylpropan-2-ol C(C=C)OC1=CC=C(C(=C1C1CC2=NN=C(N2C1)CC(C)(O)C)Cl)Cl